3-(3',5'-di-tert-butyl-4-hydroxyphenyl)propionic acid C(C)(C)(C)C=1C=C(C=C(C1O)C(C)(C)C)CCC(=O)O